FC(C1=CC=C(O1)CS)(F)F (5-(trifluoromethyl)furan-2-yl)methanethiol